NC=1N=CC2=C(N1)N(C=C2)[C@@H]2C=C([C@H]1OC(O[C@H]12)(C)C)CCC1=CC=C2C=C(C(=NC2=C1)N)Cl 7-(2-((3aS,4R,6aR)-4-(2-amino-7H-pyrrolo[2,3-d]pyrimidin-7-yl)-2,2-dimethyl-3a,6a-dihydro-4H-cyclopenta[d][1,3]dioxol-6-yl)ethyl)-3-chloroquinolin-2-amine